FC1=C(C=CC(=C1)F)C(CN1CCN(CC1)CCCN1C=CC2=CC(=CC=C12)C)(CN1N=CN=C1)O 2-(2,4-difluorophenyl)-1-(4-(3-(5-methyl-1H-indol-1-yl)propyl)piperazin-1-yl)-3-(1H-1,2,4-triazol-1-yl)propan-2-ol